butyltin (II) ammonium bromide [Br-].[NH4+].C(CCC)[Sn+].[Br-]